1-aminoethyl-3-methylimidazolium alaninate N[C@@H](C)C(=O)[O-].NC(C)C=1NC=C[N+]1C